6-Amino-2-(4-amino-4-methyl-piperidin-1-yl)-5-(2,3-dichloro-phenyl)-pyrimidine-4-carboxylic acid amide NC1=C(C(=NC(=N1)N1CCC(CC1)(C)N)C(=O)N)C1=C(C(=CC=C1)Cl)Cl